ClC=1C=C(NCCNC(OC(C)(C)C)=O)C=CC1F tert-butyl N-[2-(3-chloro-4-fluoro-anilino)ethyl]carbamate